3-((4-cyanobenzyl)oxy)benzoic acid C(#N)C1=CC=C(COC=2C=C(C(=O)O)C=CC2)C=C1